N-(2-hydroxypropyl)formamide OC(CNC=O)C